FC1(CCC(CC1)CNC=1N=CC2=C(N1)NC=C2C=2C=NC=1N(C2)C=CN1)F N-((4,4-difluorocyclohexyl)methyl)-5-(imidazo[1,2-a]pyrimidin-6-yl)-7H-pyrrolo[2,3-d]pyrimidin-2-amine